1-(5-chloro-2-(piperazin-1-ylmethyl)phenoxy)cyclopropane-1-carboxylic acid ClC=1C=CC(=C(OC2(CC2)C(=O)O)C1)CN1CCNCC1